4-((2-(azetidin-1-ylmethyl)-6-fluorobenzyl)amino)-5-chloro-2-fluoro-N-(thiazol-4-yl)benzenesulfonamide 2,2,2-trifluoroacetate FC(C(=O)O)(F)F.N1(CCC1)CC1=C(CNC2=CC(=C(C=C2Cl)S(=O)(=O)NC=2N=CSC2)F)C(=CC=C1)F